C(C)(C)(C)OC(=O)N1[C@@H](CCC1)C(=O)N1CCC2=C(C=CC=C12)Br (S)-2-(4-Bromoindoline-1-carbonyl)pyrrolidine-1-carboxylic acid tert-butyl ester